CC1=NN(C(=C1)C)CO 3,5-dimethyl-1-hydroxymethyl-pyrazole